chloroacetyl-oxainine ClCC(=O)C1OC=CC=C1